C(C)(C)(C)OC(=O)N1C2(C/C(/CC1CC2)=N/O)C(OC)OC (E)-1-(dimethoxymethyl)-3-(hydroxyimino)-8-azabicyclo[3.2.1]octane-8-carboxylic acid tert-butyl ester